2-chloro-3-(2-(difluoromethyl)-2H-tetrazol-5-yl)-5-(4-fluorophenyl)pyridine ClC1=NC=C(C=C1C=1N=NN(N1)C(F)F)C1=CC=C(C=C1)F